5-cyclopropyl-3-(2,6-dichlorophenyl)isoxazole-4-carboxylic acid (1R,4R,5S)-2-((benzyloxy) carbonyl)-2-azabicyclo[2.2.1]Heptan-5-yl ester C(C1=CC=CC=C1)OC(=O)N1[C@H]2C[C@@H]([C@@H](C1)C2)OC(=O)C=2C(=NOC2C2CC2)C2=C(C=CC=C2Cl)Cl